N[C@@H](CC(=O)O)CC1=C(C=C(C(=C1)F)F)F (R)-3-amino-4-(2,4,5-trifluorophenyl)butanoic acid